C(C1=CC=CC=C1)(=O)OC(C=O)CC(CC=O)(O)CO[Si](C1=CC=CC=C1)(C1=CC=CC=C1)C(C)(C)C 4-(((tert-butyldiphenylsilyl)oxy)methyl)-4-hydroxy-1,6-dioxohexan-2-yl benzoate